COC1=CC=C(C=C1)CN(C1=NC=NC2=C(C=C(C=C12)C(F)(F)F)C(F)(F)F)C(C)C1=NC=CN=C1C1=NC=CC=N1 N-[(4-methoxyphenyl)methyl]-N-[1-(3-pyrimidin-2-ylpyrazin-2-yl)ethyl]-6,8-bis(trifluoromethyl)quinazolin-4-amine